ClC=1C=C(C=2CC[C@@H](CC2C1)N1[C@@H](C[C@@H](C1)COC1=CC=C(C=C1)S(=O)(=O)CCO)C)C#N (6S)-3-chloro-6-[(2R,4S)-4-{[4-(2-hydroxyethanesulfonyl)phenoxy]methyl}-2-methylpyrrolidin-1-yl]-5,6,7,8-tetrahydronaphthalene-1-carbonitrile